C1(CC1)C1=C(N=C(N1C)C1=CC=2C(N=C1C(C)C)=NN(C2)C)C=2C1=CN(N=C1C=CC2)C[C@H](O)C2=CC=CC=C2 (1R)-2-(4-{5-Cyclopropyl-1-methyl-2-[2-methyl-6-(propan-2-yl)-2H-pyrazolo[3,4-b]pyridin-5-yl]-1H-imidazol-4-yl}-2H-indazol-2-yl)-1-phenylethan-1-ol